BrC1=C(C=C(C=C1C)C(C)=O)OCC1=CC(=C(C=C1)OC)OC 1-{4-bromo-3-[(3,4-dimethoxyphenyl)methoxy]-5-methylphenyl}ethanone